COC(=O)[C@@H]1CC[C@H](CC1)CCC(=O)OC(C)(C)C trans-4-(3-(t-butoxy)-3-oxopropyl)cyclohexanecarboxylic acid methyl ester